tert-butyl 4-(((2R)-4-(2,2-difluoroethyl)-2-(4-(methoxycarbonyl)-3-((2,2,2-trifluoroethyl)amino)phenyl)piperazin-1-yl)methyl)-5-methoxy-7-methylindole-1-carboxylate FC(CN1C[C@H](N(CC1)CC1=C2C=CN(C2=C(C=C1OC)C)C(=O)OC(C)(C)C)C1=CC(=C(C=C1)C(=O)OC)NCC(F)(F)F)F